[6-bromo-8-(1-methoxyethyl)imidazo[1,2-a]pyridin-2-yl][(3R,3'R)-7-chloro-3'-hydroxy-1,4-dihydro-1'H,2H-spiro[isoquinoline-3,4'-piperidin]-1'-yl]methanone BrC=1C=C(C=2N(C1)C=C(N2)C(=O)N2C[C@H]([C@@]1(CC2)NCC2=CC(=CC=C2C1)Cl)O)C(C)OC